di-potassium phosphate P(=O)([O-])([O-])O.[K+].[K+]